2-chloro-3-methylpyrimidine-4(3H)-one ClC1=NC=CC(N1C)=O